C(C)(C)(C)OC(=O)N1CC2=C(C(=CC=C2CC1)CCl)F.ClCC1=CC=C2CCN(CC2=C1F)C(=O)OC(C)(C)C tert-Butyl 7-(chloromethyl)-8-fluoro-3,4-dihydro-1H-isoquinoline-2-carboxylate tert-Butyl-7-(chloromethyl)-8-fluoro-3,4-dihydro-1H-isoquinoline-2-carboxylate